4-(3-(methylamino)azetidin-1-yl)-6,7,8,9-tetrahydropyrimido[5,4-b][1,4]oxazepin-2-amine ditrifluoroacetic acid salt FC(C(=O)O)(F)F.FC(C(=O)O)(F)F.CNC1CN(C1)C1=NC(=NC2=C1OCCCN2)N